9,10-bis((diisopropyl(octyl)silyl)ethynyl)anthracene C(C)(C)[Si](CCCCCCCC)(C(C)C)C#CC=1C2=CC=CC=C2C(=C2C=CC=CC12)C#C[Si](CCCCCCCC)(C(C)C)C(C)C